FC(C[C@@H](C(=O)NC1=NC=CC(=C1)C1=C(C=2N=CN=C(C2N1)OCC(F)(F)F)C1=NC=CC=C1)C1=CC=C(C=C1)F)(F)F |r| (2RS)-4,4,4-trifluoro-2-(4-fluorophenyl)-N-{4-[7-(pyridin-2-yl)-4-(2,2,2-trifluoroethoxy)-5H-pyrrolo[3,2-d]pyrimidin-6-yl]pyridin-2-yl}butanamide